tert-Butyl 4-(4-(3-(benzylamino)cyclobutyl)phenyl)piperazine-1-carboxylate C(C1=CC=CC=C1)NC1CC(C1)C1=CC=C(C=C1)N1CCN(CC1)C(=O)OC(C)(C)C